BrC1=CCNC(N1)=O 6-bromo-1H-pyrimidin-2(3H)-one